C1=CC=CC=2C3=CC=CC=C3C(=CC12)N(C1(CC=C(C=C1)C1=CC(=CC=C1)C1=CC=CC=C1)N(C1=CC=CC=C1)C=1C2=CC=CC=C2C=2C=CC=CC2C1)C1=CC=CC=C1 4,4-bis{(phenanthren-9-yl)-phenylamino}-1,1':3',1''-terphenyl